C(C1=CC=CC=C1)C=1/C(/C2=CC=C(C=C2C1CC(=O)O)F)=C/C1=CC=C(C=C1)COC1=CC=CC=C1 (Z)-2-(2-benzyl-5-fluoro-1-(4-(phenoxymethyl)benzylidene)-1H-inden-3-yl)acetic acid